4-(7-chloro-8-fluoro-2-(((4aS,7aR)-1-methyloctahydro-4aH-cyclopenta[b]pyridin-4a-yl)methoxy)pyrido[4,3-d]pyrimidin-4-yl)-1,4-oxazepane ClC1=C(C=2N=C(N=C(C2C=N1)N1CCOCCC1)OC[C@]12[C@H](N(CCC1)C)CCC2)F